tert-butyl (benzyl(1,3-dioxoisoindolin-2-yl)carbamoyl)valinate C(C1=CC=CC=C1)N(C(=O)N[C@@H](C(C)C)C(=O)OC(C)(C)C)N1C(C2=CC=CC=C2C1=O)=O